C(C)(C)(C)P(C(C)(C)C)C(C)(C)C tri(tertbutyl)phosphine